dibenzylmethanamide C(C1=CC=CC=C1)N(C=O)CC1=CC=CC=C1